C1(CC1)C([C@@H](C(=O)NC1=CC(=C(C=C1)C=1C(=NNC1C)C)F)NC(=O)C=1N(N=CC1)CC)C1CC1 N-[(1S)-1-(dicyclopropylmethyl)-2-[4-(3,5-dimethyl-1H-pyrazol-4-yl)-3-fluoro-anilino]-2-oxo-ethyl]-2-ethyl-pyrazole-3-carboxamide